C(C)(C)(C)N[C@@H]1CN(CC1)C1=NC2=CC=C(N=C2C=C1)N1CC2=C(CC1)N(N=C2)C (3S)-N-tert-butyl-1-(6-{1-methyl-4H,6H,7H-pyrazolo[4,3-c]pyridin-5-yl}-1,5-naphthyridin-2-yl)pyrrolidin-3-amine